[Pb]=O.[Ti] titanium-lead oxide